[(E)-[amino-[3-[2-[[4-[[2-(tert-butoxycarbonylamino)acetyl]amino]phenyl]sulfonylamino]-2-(6-methoxy-1,3-benzothiazol-2-yl)ethyl]phenyl]methylene]amino] acetate C(C)(=O)O/N=C(\C1=CC(=CC=C1)CC(C=1SC2=C(N1)C=CC(=C2)OC)NS(=O)(=O)C2=CC=C(C=C2)NC(CNC(=O)OC(C)(C)C)=O)/N